methyl-5-cyclopropyl-3-(cyclopropylamino)pyridine-2-carboxylic acid CC1=C(C(=NC=C1C1CC1)C(=O)O)NC1CC1